1-(3-(4-bromophenyl)propyl)pyridin-2(1H)-one BrC1=CC=C(C=C1)CCCN1C(C=CC=C1)=O